C1(CCCCCC1)[C@@H](C(=O)NC1=CC=C(C=C1)C1=NN=CN1C)NC(=O)C=1N(N=CC1)C N-[(1S)-1-cycloheptyl-2-[4-(4-methyl-1,2,4-triazol-3-yl)anilino]-2-oxo-ethyl]-2-methyl-pyrazole-3-carboxamide